(2S,3R)-3-hydroxy-2-(1-methyl-3-oxo-2,5-diazaspiro[3.4]octan-2-yl)butanamide O[C@@H]([C@@H](C(=O)N)N1C(C2(C1=O)NCCC2)C)C